cinnolin-8-ylcarbamate N1=NC=CC2=CC=CC(=C12)NC([O-])=O